(S)-4-Cyclopropyl-N-(1-(7-((5,5-difluoro-2-oxotetrahydropyrimidin-1(2H)-yl)methyl)imidazo[1,2-b]pyridazin-2-yl)-5,5,5-trifluoro-4,4-dimethylpentyl)-1,2,5-oxadiazole-3-carboxamide C1(CC1)C=1C(=NON1)C(=O)N[C@@H](CCC(C(F)(F)F)(C)C)C=1N=C2N(N=CC(=C2)CN2C(NCC(C2)(F)F)=O)C1